OCCNC(CCCCCCC\C=C/C[C@H](O)CCCCCC)=O N-(2-hydroxyethyl)ricinoleic acid amide